ClC1=NC=C(C(=C1)C1=C(C=NC(=C1)C)C(=O)NC=1SC=2C(=NC=C(N2)C2=COC(=C2)C=O)N1)OC 2'-chloro-N-[6-(5-formylfuran-3-yl)-[1,3]thiazolo[4,5-b]pyrazin-2-yl]-5'-methoxy-6-methyl-[4,4'-bipyridine]-3-carboxamide